CN1N=C2C=CC(=CC2=C1C(=O)O)OCC=1C=NC(=CC1)C 2-methyl-5-((6-methylpyridin-3-yl)methoxy)-2H-indazole-3-carboxylic acid